C1(CCC1)C=1C(=NN(C1C=1SC(=NN1)C)C)NC(CC1CC(C1)(F)F)=O N-(4-cyclobutyl-1-methyl-5-(5-methyl-1,3,4-thiadiazol-2-yl)-1H-pyrazol-3-yl)-2-(3,3-difluorocyclobutyl)acetamide